CN1C(NC(CC1=O)C(=O)N)=O 1-methyl-2,6-dioxo-1,3-diazinane-4-carboxamide